S1C=NC(=C1)C(=O)[O-] 1,3-thiazole-4-carboxylate